N-(cyanomethyl)-2-methoxy-4-(5-methyl-2-(4-morpholinophenyl-amino)pyrimidin-4-yl)benzamide C(#N)CNC(C1=C(C=C(C=C1)C1=NC(=NC=C1C)NC1=CC=C(C=C1)N1CCOCC1)OC)=O